FC=1C=C(C=CC1)C(C#N)CC(C1=CC=CC=C1)=O 2-(3-fluorophenyl)-4-oxo-4-phenylbutyronitrile